Cl[In]Cl dichloroindium